1-(2-fluoro-prop-2-enoyl)piperidin-2-yl-acetonitrile FC(C(=O)N1C(CCCC1)CC#N)=C